4,5-dihydroxyproline OC1C[C@H](NC1O)C(=O)O